C1(CC1)C(=O)N1[C@H]2CN(C[C@@H]1CC2)C2=NC(=NC=C2)NC=2C=C(C(=NC2)C(=O)NCC)C 5-({4-[(1r,5s)-8-(cyclopropylcarbonyl)-3,8-diazabicyclo[3.2.1]oct-3-yl]pyrimidin-2-yl}amino)-N-ethyl-3-methylpyridine-2-carboxamide